C(CNC(OCCOC1=CC=2C(=C3C(=NC2C=C1F)C1=CC2=C(C(N1C3)=O)COC([C@]2(O)CC)=O)CC)=O)NC(OC(C)(C)C)=O (S)-tert-butyl (2-((4,11-diethyl-8-fluoro-4-hydroxy-3,14-dioxo-3,4,12,14-tetrahydro-1H-pyrano[3',4':6,7]indolizino[1,2-b]quinolin-9-yl) oxy) ethyl) ethane-1,2-diyldicarbamate